[Cl-].ClC=1C=CC(=C(C1)N[NH3+])OC 2-(5-chloro-2-methoxyphenyl)hydrazin-1-ium chloride